3-(β-D-glucopyranosyloxy)-5-methyl-4-[(4-propoxyphenyl)methyl]-1H-pyrazole [C@@H]1([C@H](O)[C@@H](O)[C@H](O)[C@H](O1)CO)OC1=NNC(=C1CC1=CC=C(C=C1)OCCC)C